The molecule is a glycoside that consists of a beta-1,3-linked nonaglucan backbone with a beta-1,3-glucodiose branch at the 6-O-position of the nonaglucan central sugar unit and with a 2-aminoethoxy moiety at the reducing-end anomeric centre. It is a glycoside and an oligosaccharide derivative. It derives from a beta-D-Glc-(1->3)-beta-D-Glc-(1->3)-beta-D-Glc-(1->3)-beta-D-Glc-(1->3)-[beta-D-Glc-(1->3)-beta-D-Glc-(1->6)]-beta-D-Glc-(1->3)-beta-D-Glc-(1->3)-beta-D-Glc-(1->3)-beta-D-Glc-(1->3)-beta-D-Glc. C(CO[C@H]1[C@@H]([C@H]([C@@H]([C@H](O1)CO)O)O[C@H]2[C@@H]([C@H]([C@@H]([C@H](O2)CO)O)O[C@H]3[C@@H]([C@H]([C@@H]([C@H](O3)CO)O)O[C@H]4[C@@H]([C@H]([C@@H]([C@H](O4)CO)O)O[C@H]5[C@@H]([C@H]([C@@H]([C@H](O5)CO[C@H]6[C@@H]([C@H]([C@@H]([C@H](O6)CO)O)O[C@H]7[C@@H]([C@H]([C@@H]([C@H](O7)CO)O)O)O)O)O)O[C@H]8[C@@H]([C@H]([C@@H]([C@H](O8)CO)O)O[C@H]9[C@@H]([C@H]([C@@H]([C@H](O9)CO)O)O[C@H]1[C@@H]([C@H]([C@@H]([C@H](O1)CO)O)O[C@H]1[C@@H]([C@H]([C@@H]([C@H](O1)CO)O)O)O)O)O)O)O)O)O)O)O)N